(6Ar,10aR)-9-(fluoromethyl)-6,6-dimethyl-3-pentyl-6a,7,10,10a-tetrahydro-6H-benzo[c]chromen-1-ol FCC=1C[C@@H]2[C@H](C(OC=3C=C(C=C(C23)O)CCCCC)(C)C)CC1